BrC1=CC=CC2=CC(=CC=C12)OCC1=CC(=C(C=C1)C)C 1-bromo-6-((3,4-dimethylbenzyl)oxy)naphthalene